ClC=1C=C(C=CC1F)C(C=1NC(=CN1)Cl)C1=CC(=C(C=C1)F)Cl 2-[bis(3-chloro-4-fluorophenyl)methyl]-5-chloro-1H-imidazole